7-Fluoro-4-methoxy-2-methyl-indol FC=1C=CC(=C2C=C(NC12)C)OC